(5-(trifluoromethyl)pyrimidin-2-yl)methyl (1-hydroxy-7-methyl-1,3-dihydrobenzo[c][1,2]oxaborole-6-carbonyl)-L-valinate OB1OCC2=C1C(=C(C=C2)C(=O)N[C@@H](C(C)C)C(=O)OCC2=NC=C(C=N2)C(F)(F)F)C